I(=O)(=O)O.N[C@@H](CCC(=O)NCC)C(=O)O L-theanine iodate